C1(CC1)C=1SC(=C(N1)C1=NC(=CC=C1)C)OC1=CC(=NC=C1)NC=1C=C(C(=O)NC)C=CN1 2-((4-((2-cyclopropyl-4-(6-methylpyridin-2-yl)thiazol-5-yl)oxy)pyridin-2-yl)amino)-N-methylisonicotinamide